NC([C@@H](CNC(OC(C)(C)C)=O)C)C#CC |r| tert-butyl ((2RS)-3-amino-2-methylhex-4-yn-1-yl)carbamate